[C@H]12CN(C[C@H](CC1)N2)C=2C1=C(N=C(N2)OC[C@@H]2OCCC2)C(=C(N=C1)C1=CC=CC2=CC=CC(=C12)Cl)F 4-((1R,5S)-3,8-diazabicyclo[3.2.1]octan-3-yl)-7-(8-chloronaphthalen-1-yl)-8-fluoro-2-(((R)-tetrahydrofuran-2-yl)methoxy)pyrido[4,3-d]pyrimidine